FCC1(CNC1)C[O-] (3-(fluoromethyl)azetidin-3-yl)methanolate